O.OC(=O)C(O)C(O)C(=O)O.NCCS cysteamine bitartrate monohydrate